ClC=1C=C(C=CC1)C=1N=C(SC1/C=C/C(=O)NC1=CC=CC=2NC(NC21)=O)C2CC2 (E)-3-(4-(3-Chlorophenyl)-2-cyclopropylthiazol-5-yl)-N-(2-oxo-2,3-dihydro-1H-benzo[d]imidazol-4-yl)acrylamid